quinuclidine ammonium salt [NH4+].N12CCC(CC1)CC2